NC=1C=NC(=C(C(=O)OC)C1C)N1CCC(CC1)(F)F methyl 5-amino-2-(4,4-difluoropiperidin-1-yl)-4-methylnicotinate